C(CCCC(=O)OCCCCCCCCCCCCCCCCCCCC)(=O)OCCCCCCCCCCCCCCCCCCCC di-eicosyl glutarate